dicyclopentyl diacrylate C(C=C)(=O)OC1CCCC1.C(C=C)(=O)OC1CCCC1